C1=C(C=CC2=CC3=CC(=CC=C3C=C12)O)O anthracene-2,6-diol